2-[tert-butoxycarbonyl-[2-[(2S)-2-(tert-butoxycarbonylamino)-3-methoxy-propanoyl]oxyethyl]amino]acetic acid C(C)(C)(C)OC(=O)N(CC(=O)O)CCOC([C@H](COC)NC(=O)OC(C)(C)C)=O